(1S,3S,4S)-2-((3-chloro-2-methylphenyl)glycyl)-N-((S)-1-cyano-2-((S)-2-oxopiperidin-3-yl)ethyl)-5,5-difluoro-2-azabicyclo[2.2.2]octane-3-carboxamide ClC=1C(=C(C=CC1)NCC(=O)N1[C@@H]2CC([C@H]([C@H]1C(=O)N[C@@H](C[C@H]1C(NCCC1)=O)C#N)CC2)(F)F)C